tert-Butyl 4-(fluoro((1-methyl-3-(trifluoromethyl)-1H-pyrazol-4-yl)sulfonyl)methyl)piperidine-1-carboxylate FC(C1CCN(CC1)C(=O)OC(C)(C)C)S(=O)(=O)C=1C(=NN(C1)C)C(F)(F)F